C(C)(=O)ON=C(C1=C(C=C(C=C1)OC(COC)C)C)C=1C=CC=2N(C3=CC=C(C=C3C2C1)[N+](=O)[O-])CC (9-ethyl-6-nitro-9H-carbazole-3-yl)[4-(2-methoxy-1-methylethoxy)-2-methylphenyl]methanone O-acetyl oxime